2-[[2-chloro-5-(1-methylimidazol-4-yl)phenyl]methylamino]-5-propyl-4H-[1,2,4]triazolo[1,5-a]pyrimidin-7-one ClC1=C(C=C(C=C1)C=1N=CN(C1)C)CNC1=NN2C(NC(=CC2=O)CCC)=N1